ClC=1C(=C(C=CC1F)NC[C@@H]1C[C@H](C1)C(F)(F)F)F (S)-(3-chloro-2,4-difluorophenyl)(trans-3-(trifluoromethyl)-cyclobutyl)methylamine